N-(2-((7-(2,6-dichloro-3,5-dimethoxyphenyl)-5-(meth-ylamino)-2,6-naphthyridin-3-yl)amino)-3-methylphenyl)acrylamide ClC1=C(C(=C(C=C1OC)OC)Cl)C1=NC(=C2C=C(N=CC2=C1)NC1=C(C=CC=C1C)NC(C=C)=O)NC